n-propyl 2-nitro-α-cyanocinnamate [N+](=O)([O-])C1=C(C=C(C(=O)OCCC)C#N)C=CC=C1